(S)-6-(1-(7-(2-(cyclopropyl(methyl)amino)ethyl)-5-(6-fluoro-2-methylpyridin-3-yl)-1-oxo-3,4-dihydroisoquinolin-2(1H)-yl)ethyl)-4-ethoxynicotinonitrile C1(CC1)N(CCC1=CC(=C2CCN(C(C2=C1)=O)[C@@H](C)C1=NC=C(C#N)C(=C1)OCC)C=1C(=NC(=CC1)F)C)C